NC=1SC(=C(N1)C1=CC=CC=C1)OC1=CC(=NC=C1)NC=1C=NC=C(C(=O)N)C1 5-((4-((2-amino-4-phenylthiazol-5-yl)oxy)pyridin-2-yl)amino)nicotinamide